O=C1C=2C=CC=C(C2C(C=C1NC=1C=NC=CC1)=O)S(=O)(=O)N 5,8-dioxo-6-(pyridin-3-ylamino)-5,8-dihydro-naphthalene-1-sulfonamide